hydroxy-2-(4-(2-((6-methylbenzo[d]thiazol-2-yl)amino)acetamido)phenyl)acetamide OC(C(=O)N)C1=CC=C(C=C1)NC(CNC=1SC2=C(N1)C=CC(=C2)C)=O